(S)-1-((5-methoxy-7-((2-(trifluoromethyl)-[1,1'-biphenyl]-3-yl)methoxy)-2,3-dihydro-1H-inden-4-yl)methyl)piperidine-2-carboxylic acid COC=1C(=C2CCCC2=C(C1)OCC=1C(=C(C=CC1)C1=CC=CC=C1)C(F)(F)F)CN1[C@@H](CCCC1)C(=O)O